1-(2-chlorophenyl)-2-(3-chlorophenyl)-2-methylpropyl (3-cyclohexyl-1-oxo-1-((1-oxo-3-(2-oxopyrrolidin-3-yl)propan-2-yl)amino)propan-2-yl)carbamate C1(CCCCC1)CC(C(NC(C=O)CC1C(NCC1)=O)=O)NC(OC(C(C)(C)C1=CC(=CC=C1)Cl)C1=C(C=CC=C1)Cl)=O